O=C1N(CCC(N1COCC[Si](C)(C)C)=O)C1=C2C=CN(C2=CC=C1)C1CC(C1)C=O 3-(4-(2,4-dioxo-3-((2-(trimethylsilyl)ethoxy)methyl)tetrahydropyrimidin-1(2H)-yl)-1H-indol-1-yl)cyclobutane-1-carbaldehyde